CC(CC(C)NC1=NC=C(N=C1)NC1=CC=CC=C1)C N2-(4-methylpentan-2-yl)-N5-phenylpyrazine-2,5-diamine